C(CCC)OC1=CC(=C(C=C1)C1=NC(=NC(=N1)C1=C(C=C(C=C1)OCCCC)O)C1=C(C=C(OC(C(=O)OC)C)C=C1)O)O methyl 2-[4-[4,6-bis(4-butoxy-2-hydroxy-phenyl)-1,3,5-triazin-2-yl]-3-hydroxy-phenoxy]propanoate